4-(3-amino-1H-pyrazolo[4,3-b]pyridin-5-yl)-N-(3-hydroxycyclopentyl)-3-methylbenzenesulfonamide NC1=NNC=2C1=NC(=CC2)C2=C(C=C(C=C2)S(=O)(=O)NC2CC(CC2)O)C